2-(4-iodo-1H-pyrazol-1-yl)-1-phenyl-1-ethanone IC=1C=NN(C1)CC(=O)C1=CC=CC=C1